(S)-3-cyclopropyl-2-oxopyrrolidine-3-carbonitrile C1(CC1)[C@]1(C(NCC1)=O)C#N